FC=1C=C(C=CC1C(F)(F)F)C1C(=C(NC=2N1N=C(C2)CN2CCCCC2)C)C(=O)NC=2C=C1C=CN=CC1=CC2 7-(3-fluoro-4-(trifluoromethyl)phenyl)-N-(isoquinolin-6-yl)-5-methyl-2-(piperidin-1-ylmethyl)-4,7-dihydropyrazolo[1,5-a]pyrimidine-6-carboxamide